N-(5-(1-ethyl-1H-pyrazol-3-yl)-4-((4-isopropoxy-6-(methylsulfonyl)pyridin-2-yl)amino)pyridin-2-yl)acetamide C(C)N1N=C(C=C1)C=1C(=CC(=NC1)NC(C)=O)NC1=NC(=CC(=C1)OC(C)C)S(=O)(=O)C